2-(4-(trifluoromethyl)phenyl)ethanamine FC(C1=CC=C(C=C1)CCN)(F)F